(2R,3S)-2-(3-(4-bromo-1H-benzo[d]imidazol-1-yl)propyl)piperidin-3-ol dihydrochloride Cl.Cl.BrC1=CC=CC=2N(C=NC21)CCC[C@H]2NCCC[C@@H]2O